racemic-((1R,2S)-2-(((tert-butyldiphenylsilyl)oxy)methyl)cyclobutyl)methanol [Si](C1=CC=CC=C1)(C1=CC=CC=C1)(C(C)(C)C)OC[C@@H]1[C@@H](CC1)CO |r|